((3-fluoro-5-methyl-4-(thiazol-2-yloxy)phenyl)carbamoyl)-3-methoxycyclobutanecarboxamide FC=1C=C(C=C(C1OC=1SC=CN1)C)NC(=O)C1(CC(C1)OC)C(=O)N